(S)-N-((S)-2-amino-1-cyclopentylethyl)-3-(6-chlorobenzo[d]thiazol-2-yl)-2-propionamidopropanamide NC[C@H](C1CCCC1)NC([C@H](CC=1SC2=C(N1)C=CC(=C2)Cl)NC(CC)=O)=O